N-(biphenyl-4-yl)-N-(3,3'',5,5''-tetra-1-butyl-1,1':3',1''-terphenyl-5'-yl)-9,9-dimethyl-9H-fluoren-2-amine C1(=CC=C(C=C1)N(C1=CC=2C(C3=CC=CC=C3C2C=C1)(C)C)C=1C=C(C=C(C1)C1=CC(=CC(=C1)CCCC)CCCC)C1=CC(=CC(=C1)CCCC)CCCC)C1=CC=CC=C1